4-[(2-{[2-(pyrrolidin-1-ylmethyl)-1H-benzo[d]imidazol-5-yl]amino}quinazolin-8-yl)oxy]cyclohexanol N1(CCCC1)CC1=NC2=C(N1)C=CC(=C2)NC2=NC1=C(C=CC=C1C=N2)OC2CCC(CC2)O